C[N+](CC=C)(CC=C)C Dimethyl-diallyl-ammonium